(R)-2-((3-aminopiperidin-1-yl)methyl)-N-(4-(4-morpholinyl-7H-pyrrolo[2,3-d]pyrimidin-6-yl)phenyl)imidazo[1,2-a]pyridin-8-amine N[C@H]1CN(CCC1)CC=1N=C2N(C=CC=C2NC2=CC=C(C=C2)C2=CC3=C(N=CN=C3N3CCOCC3)N2)C1